((S)-1,1,1-trifluoro-4-(methylthio)butan-2-yl)propane-2-sulfinamide FC([C@@H](CCSC)CC(C)S(=O)N)(F)F